COC1CN(CC1)C1=CC=C(C=CC2=NNC3=CC(=CC=C23)\C=C/2\C=NC=C2C2=CC=CC=C2)C=C1 (E)-3-(3-(4-(3-Methoxypyrrolidin-1-yl)styryl)-1H-indazol-6-ylmethylene)-4-phenylpyrrole